ClC=1C=CC2=C(CC(CC=3N2C(=NN3)N3CCC2(CC3)OCC3=C2C=CC=C3)NC(OC(C)(C)C)=O)C1 Tert-butyl [8-chloro-1-(1'H,3H-spiro[2-benzofuran-1,4'-piperidin]-1'-yl)-5,6-dihydro-4H-[1,2,4]triazolo[4,3-a][1]benzazepin-5-yl]carbamate